6-Chloro-N-cyclopropylpyrazin-2-amine ClC1=CN=CC(=N1)NC1CC1